difluoro-2H-tetrazole-5-acetic acid FC(C(=O)O)(C=1N=NNN1)F